FC1=C(C=CCN1C)N1CCN(CC1)CC=1C=C2NC(C(=NC2=C(C1)OC1=CC=NC=C1)C)=O 6-fluoro-N-methyl-5-(4-((2-methyl-3-oxo-8-(pyridin-4-yloxy)-3,4-dihydroquinoxalin-6-yl)methyl)piperazin-1-yl)pyridine